CN(C)C1=CC=C(C=C1)C#N N,N-dimethyl-4-cyanoaniline